(Z)-6-((3-chloro-2-((4-chloro-2-fluorobenzyl)oxy)-5,8-dihydro-1,7-naphthyridin-7(6H)-yl)methyl)-N'-hydroxy-5-methylnicotinimidamide ClC=1C(=NC=2CN(CCC2C1)CC1=NC=C(/C(/N)=N/O)C=C1C)OCC1=C(C=C(C=C1)Cl)F